2-(5-(p-tolyl)-1H-imidazol-2-yl)piperidine C1(=CC=C(C=C1)C1=CN=C(N1)C1NCCCC1)C